NC=1C=C(C=CC1Br)CN(C(=O)C=1C=NC(=CC1)C#N)C1=C(C=C(C=C1)F)S(=O)(=O)C N-[(3-amino-4-bromophenyl)methyl]-6-cyano-N-(4-fluoro-2-methanesulfonylphenyl)pyridine-3-carboxamide